2-bromo-3,5,6-trichloropyrazine BrC1=NC(=C(N=C1Cl)Cl)Cl